BrC1=C(C=C(C=C1)F)NC(=O)C=1C=NC=CC1 N-(2-bromo-5-fluoro-phenyl)pyridine-3-carboxamide